C1(CC1)C1=C(C=CC(=N1)C(=O)NC1=CC(=CC=C1)[C@@H](CC1=NN=CN1C)C)CO 6-cyclopropyl-5-(hydroxymethyl)-N-{3-[(2R)-1-(4-methyl-1,2,4-triazol-3-yl)propan-2-yl]phenyl}pyridine-2-carboxamide